4-(4-aminophenyl)-4-oxobutyric acid NC1=CC=C(C=C1)C(CCC(=O)O)=O